(2R,3S)-3-((9-isopropyl-6-(((S)-1-(1-methyl-1H-pyrazol-4-yl-sulfonyl)pyrrolidin-3-yl)amino)-9H-purin-2-yl)amino)pentan-2-ol C(C)(C)N1C2=NC(=NC(=C2N=C1)N[C@@H]1CN(CC1)S(=O)(=O)C=1C=NN(C1)C)N[C@H]([C@@H](C)O)CC